4-(benzyloxy)-5-(5-(bromomethyl)-2-fluorophenyl)-2-methylthiazole C(C1=CC=CC=C1)OC=1N=C(SC1C1=C(C=CC(=C1)CBr)F)C